7-(4-chlorobenzyl)-3-ethyl-1-(3-hydroxypropyl)-8-(4-(trifluoromethyl)phenoxy)-1H-purine-2,6(3H,7H)-dione ClC1=CC=C(CN2C(=NC=3N(C(N(C(C23)=O)CCCO)=O)CC)OC2=CC=C(C=C2)C(F)(F)F)C=C1